2-{[1-(but-2-enyl)-6-methoxyindol-5-yl]amino}-8-cyclopentyl-7-ethyl-5-methyl-7,8-dihydropterin C(C=CC)N1C=CC2=CC(=C(C=C12)OC)NC1(NC=2N(C(CN(C2C(N1)=O)C)CC)C1CCCC1)N